FC1=CC=C(C2=CC=CC=C12)N 4-fluoronaphthalene-1-amine